tert-butyl (3R)-3-[[2-[3-[tert-butyl(dimethyl)silyl]oxyprop-1-ynyl]thieno[3,2-c]pyridin-4-yl]-[2-fluoro-4-(1-methyltriazol-4-yl)benzoyl]amino]piperidine-1-carboxylate [Si](C)(C)(C(C)(C)C)OCC#CC1=CC=2C(=NC=CC2S1)N([C@H]1CN(CCC1)C(=O)OC(C)(C)C)C(C1=C(C=C(C=C1)C=1N=NN(C1)C)F)=O